ClC1=C(CN2C(C3=C(C=4C=CC=NC24)CCN(C3)C(=O)OC(C)(C)C)=O)C=CC=C1 tert-butyl 6-(2-chlorobenzyl)-5-oxo-1,4,5,6-tetrahydropyrido[3,4-c][1,8]naphthyridine-3(2H)-carboxylate